4-(bromomethyl)-1-naphthalonitrile BrCC1=CC=C(C2=CC=CC=C12)C#N